3-(2-Chloropyrimidin-4-yl)-7-nitro-1-{[2-(trimethylsilyl)ethoxy]methyl}-1H-indole ClC1=NC=CC(=N1)C1=CN(C2=C(C=CC=C12)[N+](=O)[O-])COCC[Si](C)(C)C